2-hydroxymethyl-2-nitro-1,3-propanediol OCC(CO)(CO)[N+](=O)[O-]